FC(OC[C@H]1N(C[C@H](C1)OC1=CC=C(C=C1)C(F)(F)F)C=1SC(=CN1)C(=O)O)(F)F 2-((2S,4S)-2-((trifluoromethoxy)methyl)-4-(4-(trifluoromethyl)phenoxy)pyrrolidin-1-yl)thiazole-5-carboxylic acid